2-(dodecylthiocarbonylthiocarbonylthio)propanoic acid C(CCCCCCCCCCC)C(=S)C(=S)SC(C(=O)O)C